4-methoxystyrylbis(trichloromethyl)s-triazine COC1=CC=C(C=CC2=NC(=NC(=N2)C(Cl)(Cl)Cl)C(Cl)(Cl)Cl)C=C1